C1(=CC=CC=C1)C=1C(=C(C=CC1SC1=CC=CC=C1)[SH+](C(C(C(C(F)(F)F)(F)F)(F)F)(F)F)(F)F)C1=CC=CC=C1 diphenyl-[4-(phenylthio)phenyl]perfluoro-butyl-sulfonium